The molecule is a hexadecenoyl-CoA(4-) obtained by deprotonation of the phosphate and diphosphate OH groups of (E)-hexadec-2-enoyl-CoA; major species at pH 7.3. It has a role as a human metabolite. It is a hexadecenoyl-CoA(4-) and a 2,3-trans-enoyl CoA(4-). It is a conjugate base of an (E)-hexadec-2-enoyl-CoA. CCCCCCCCCCCCC/C=C/C(=O)SCCNC(=O)CCNC(=O)[C@@H](C(C)(C)COP(=O)([O-])OP(=O)([O-])OC[C@@H]1[C@H]([C@H]([C@@H](O1)N2C=NC3=C(N=CN=C32)N)O)OP(=O)([O-])[O-])O